NC=1C(NC2=CC=C(C=C2C1C1=C2C=NNC2=CC=C1F)Cl)=O 3-amino-6-chloro-4-(5-fluoro-1H-indazol-4-yl)-1H-quinolin-2-one